ClC1=C(C=C(OCC(=O)NC23CC(C2)(C3)C(=O)NCC3=NC=CC(=C3)C)C=C1)F 3-[2-(4-chloro-3-fluorophenoxy)acetamido]-N-[(4-methylpyridin-2-yl)methyl]bicyclo[1.1.1]pentane-1-carboxamide